C(C=C)(=O)OCCC(C(C(C(C(C(C(C(C(C(C(F)(F)F)(F)F)(F)F)(F)F)(F)F)(F)F)(F)F)(F)F)(F)F)(F)F)(F)F 3,3,4,4,5,5,6,6,7,7,8,8,9,9,10,10,11,11,12,12,13,13,13-tricosafluorotridecyl acrylate